(difluoromethyl)1-methyl-1H-pyrazole-4-carboxylic acid FC(F)C1=NN(C=C1C(=O)O)C